4-(4-morpholinyldithio)-morpholine N1(CCOCC1)SSN1CCOCC1